C(C1=CC=CC=C1)OC(=O)N(CCC1CN(C1)C(=O)OC(C)(C)C)C tert-butyl 3-(2-((benzyloxycarbonyl)(methyl)amino)ethyl)azetidine-1-carboxylate